ClC1=C(NC=2C=NC3=CC=CC=C3C2C#N)C=CC=C1[C@]1(NC(N(C(C1)=O)C1CCOCC1)=N)C 3-{2-Chloro-3-[(4S)-2-imino-4-methyl-6-oxo-1-(tetrahydro-pyran-4-yl)hexahydropyrimidin-4-yl]anilino}quinoline-4-carbonitrile